ClC1=CC=C(C=C1)C1(CN(CC1)C)NS(=O)(=O)C1=CC=C(C=C1)OC(F)(F)F N-(3-(4-chlorophenyl)-1-methylpyrrolidin-3-yl)-4-(trifluoromethoxy)benzenesulfonamide